N-vinyl-4,6-dimethyl-caprolactam C(=C)N1C(CCC(CC1C)C)=O